methyl-4-((5-fluoro-4-((4-(4-isopentylpiperazin-1-yl)phenyl)amino)pyrimidin-2-yl)amino)benzoate COC(C1=CC=C(C=C1)NC1=NC=C(C(=N1)NC1=CC=C(C=C1)N1CCN(CC1)CCC(C)C)F)=O